FC1(C[C@H](CCC1)[C@@H](C=1OC2=C(N1)C=C(C=C2)[C@@H](COC)N2C(N[C@@H](C2)C(F)(F)F)=O)NC(OC(C)(C)C)=O)F tert-butyl ((S)-((S)-3,3-difluorocyclohexyl)(5-((S)-2-methoxy-1-((S)-2-oxo-4-(trifluoromethyl)imidazolidin-1-yl)ethyl)benzo[d]oxazol-2-yl)methyl)carbamate